(R)-8-((S)-4-acryloyl-2-methylpiperazin-1-yl)-10-chloro-l-1-(4-fluorophenyl)-3-methoxy-3,4-dihydro-2H,6H-[1,4]thiazepino[2,3,4-ij]quinazolin-6-one C(C=C)(=O)N1C[C@@H](N(CC1)C1=NC(N2C3=C(C=C(C=C13)Cl)S(C[C@H](C2)OC)C2=CC=C(C=C2)F)=O)C